tert-butylamino-cyclopentadienyl-titanium dichloride [Cl-].[Cl-].C(C)(C)(C)N[Ti+2]C1C=CC=C1